[Na].C=1(C(=CC(=C(C1)O)O)O)O 1,2,4,5-benzenetetraol sodium salt